C(C)(C)(C)C1C=NCC=2N=C(N=C(C21)SC(C(=O)N)C2=CC=CC=C2)Cl tert-Butyl-4-((2-amino-2-oxo-1-phenylethyl)thio)-2-chloro-5,8-dihydropyrido[3,4-d]pyrimidine